NC=1C(=NC=C(C1)C1=CC=CC=C1)C(=O)N1CCC(CC1)OC1CCN(CC1)CC(=O)N1CCN(CC1)C(=O)C=1C=C(C=CC1F)CC1=NNC(C2=CC=CC=C12)=O 4-[[3-[4-[2-[4-[[1-(3-amino-5-phenyl-pyridine-2-carbonyl)-4-piperidyl]oxy]-1-piperidyl]acetyl]piperazine-1-carbonyl]-4-fluoro-phenyl]methyl]-2H-phthalazin-1-one